3-Azidopropyl 3-O-benzyl-6-O-t-butyldiphenylsilyl-2-deoxy-2-phthalimido-β-D-glucopyranoside C(C1=CC=CC=C1)O[C@@H]1[C@H]([C@H](OCCCN=[N+]=[N-])O[C@@H]([C@H]1O)CO[Si](C1=CC=CC=C1)(C1=CC=CC=C1)C(C)(C)C)N1C(C=2C(C1=O)=CC=CC2)=O